C(C)NC=1C2=C(N=C(N1)NC1=C(C=C(C=C1)S(=O)(=O)N1CCOCC1)OC)NC=C2C(F)(F)F N4-ethyl-N2-(2-methoxy-4-(morpholinosulfonyl)phenyl)-5-(trifluoromethyl)-7H-pyrrolo[2,3-d]pyrimidine-2,4-diamine